O=C1C2=C(C=NN1)N(CCC2)C(CONC(CC2CCN(CC2)C2=NC=C(C=N2)C(F)(F)F)=O)C N-(2-(5-oxo-3,4,5,6-tetrahydropyrido(2,3-d)pyridazin-1(2H)-yl)propoxy)-2-(1-(5-(trifluoromethyl)pyrimidin-2-yl)piperidin-4-yl)acetamide